FC=1C=C(C=C(C1)OC)C1=C(NC=2C3=C(CCC12)C=CC=C3)C(=O)O 3-(3-fluoro-5-methoxyphenyl)-4,5-dihydro-1H-benzo[g]indole-2-carboxylic Acid